C(=C\\C(=O)[O-])\\C(=O)N The molecule is a monocarboxylic acid anion that is the conjugate base of maleamic acid. It is a conjugate base of a maleamic acid.